COC(=O)C1CN(CC1)CC1=CC=C2C(=N1)NC(=C2)C2=C(C(=CC=C2)Br)C ((2-(3-bromo-2-methylphenyl)Azolo[5,4-b]Pyridin-6-yl)methyl)pyrrolidine-3-carboxylic acid methyl ester